6alpha-hydroxyandrost-2-ene-17-one hydroiodide I.O[C@H]1C[C@H]2[C@@H]3CCC([C@@]3(C)CC[C@@H]2[C@]2(CC=CCC12)C)=O